N-phenyl-3-(1-tert-butoxyethyl)-1-isoindolinone C1(=CC=CC=C1)N1C(C2=CC=CC=C2C1C(C)OC(C)(C)C)=O